methyl ((R)-N-(tert-butoxycarbonyl)-2-(((1S,3S)-3-(2-((tert-butyldiphenylsilyl)oxy)ethyl)cyclohexyl)oxy)-6-methylpyridine-3-sulfonimidoyl)-L-prolinate C(C)(C)(C)OC(=O)N=[S@](=O)(C=1C(=NC(=CC1)C)O[C@@H]1C[C@@H](CCC1)CCO[Si](C1=CC=CC=C1)(C1=CC=CC=C1)C(C)(C)C)N1[C@@H](CCC1)C(=O)OC